IC1=NN(C2=C1CN(CC2)C(C)=O)C 1-(3-iodo-1-methyl-6,7-dihydro-4H-pyrazolo[4,3-c]pyridin-5-yl)ethanone